BrC=1C(=CC(=C(C(=O)NC2=NOC=C2)C1)F)C 5-bromo-2-fluoro-N-(isoxazol-3-yl)-4-methylbenzamide